5-(3-fluorophenyl)-2-furoyl chloride FC=1C=C(C=CC1)C1=CC=C(O1)C(=O)Cl